C(C)(C)NC1=C(C=C(C=C1)B(O)O)OC 4-(ISOPROPYLAMINO)-3-METHOXYPHENYLBORONIC ACID